CC=1N=C(SC1C1=NC(=NC=C1)NC)NC(=O)NC1=CC(=CC=C1)C(F)(F)F 1-(4-methyl-5-(2-(methylamino)-pyrimidin-4-yl)thiazol-2-yl)-3-(3-(trifluoromethyl)phenyl)urea